ClC=1C=C(C=CC1)NC(=O)NC1=CC(=CC(=C1)F)Cl 1-(3-chlorophenyl)-3-(3-chloro-5-fluorophenyl)urea